N1CCOCC1 (3S)-morpholine